C(CCl)Cl ethylendichlorid